(azido(phenoxy)phosphoryl)oxybenzene N(=[N+]=[N-])P(=O)(OC1=CC=CC=C1)OC1=CC=CC=C1